F[C@H]1C[C@H](N(C1)C(CN1C[C@@H](CC1)NC1=C2C=CC=NC2=CC(=C1)C(F)(F)F)=O)C#N (2S,4S)-4-fluoro-1-(2-[(3R)-3-[[7-(trifluoromethyl)-5-quinolyl]amino]pyrrolidin-1-yl]acetyl)pyrrolidine-2-carbonitrile